N1[C@H](CCCC1)C(=O)OCC |r| (±)-ethyl piperidine-2-carboxylate